(1S)-1-[3-[4-(trifluoromethoxy)phenyl]-1,2,4-oxadiazol-5-yl]ethanamine FC(OC1=CC=C(C=C1)C1=NOC(=N1)[C@H](C)N)(F)F